C[C@H]1OCCN(C1)[C@H]1COC2=CC=CC=C2[C@@H]1NC=1C=2C=C(NC2C=CC1)C(F)(F)F N-((3R,4S)-3-((R)-2-methylmorpholino)chroman-4-yl)-2-(trifluoromethyl)-1H-indol-4-amine